COCCN(C=1N=C(C2=C(N1)C(=NC(=N2)N(CCOC)CCOC)N2CCN(CC2)C2=NN(C=N2)C)N(C)CC=2C=C(C=CC2)S(=O)(=O)N)CCOC 3-(((2,6-bis(bis(2-methoxyethyl)amino)-8-(4-(1-methyl-1H-1,2,4-triazol-3-yl)piperazin-1-yl)pyrimido[5,4-d]pyrimidin-4-yl)(methyl)amino)methyl)benzenesulfonamide